C(C)(C)(C)[C@@H]1CC=2C=C3C(=NC2CC1)SC(=N3)C(=O)N[C@H](CCN3CCC(CC3)O)C3=CC(=CC=C3)C(NC3C(NCC3)(C)C)=O (7S)-7-tert-butyl-N-[(1R)-1-[3-[(2,2-dimethylpyrrolidin-3-yl)carbamoyl]phenyl]-3-(4-hydroxy-1-piperidyl)propyl]-5,6,7,8-tetrahydrothiazolo[5,4-b]quinoline-2-carboxamide